N1N=NN=C1CCCNC(CN1C(C(C2=CC(=CC=C12)Br)(C)C)=O)=O N-(3-(1H-tetrazol-5-yl)propyl)-2-(5-bromo-3,3-dimethyl-2-oxoindolin-1-yl)acetamide